heptafluorobutyl nonafluorobutanesulfonate FC(C(C(C(S(=O)(=O)OCC(C(C(F)(F)F)(F)F)(F)F)(F)F)(F)F)(F)F)(F)F